(1R,2S,4S,5R)-2-(hydroxymethyl)-2-(methoxymethyl)-5-(pyridin-4-yl)quinuclidin-3-one OC[C@]1(N2C[C@H]([C@@H](C1=O)CC2)C2=CC=NC=C2)COC